OC1=C(C=C(C=C1)O)C1=CC=CC=2C3=CC=CC=C3OP(C12)=O (2,5-dihydroxyphenyl)9,10-dihydro-9-oxa10-phosphaphenanthrene 10-oxide